ClC=1C=C(C=2N(N1)C(=CN2)C(=O)OCC)N(CC2=CC=C(C=C2)OC)CCO 1-Ethyl 6-chloro-8-[(2-hydroxyethyl)[(4-methoxyphenyl)methyl]amino]imidazo[1,2-b]pyridazine-3-carboxylate